NC[C@@H]1OCCN(C1)C(C)=O (S)-1-(2-(aminomethyl)morpholino)ethan-1-one